3,4-dichloroisothiazoleamide ClC1(NSC=C1Cl)C(=O)N